CN(CCN1N=C(C=C1)N)C 1-(2-(dimethylamino)ethyl)-1H-pyrazol-3-amine